N-[6-(5-chloro-1,3-benzoxazol-2-yl)spiro[3.3]heptan-2-yl]-2-ethylsulfonyl-N-methyl-pyridine-4-carboxamide ClC=1C=CC2=C(N=C(O2)C2CC3(CC(C3)N(C(=O)C3=CC(=NC=C3)S(=O)(=O)CC)C)C2)C1